ClC=1C=C(C=CC1F)NC(N([C@@H](C)C1=NNC(C2=CC=CC=C12)=O)CC(C)C)=O (S)-3-(3-chloro-4-fluorophenyl)-1-isobutyl-1-(1-(4-oxo-3,4-dihydrophthalazin-1-yl)ethyl)urea